7-Chloro-1-methyl-4-(1-(quinazolin-2-yl)piperidin-4-yl)-1,4-dihydropyrido[2,3-b]pyrazine-2,3-dione ClC1=CC2=C(N(C(C(N2C)=O)=O)C2CCN(CC2)C2=NC3=CC=CC=C3C=N2)N=C1